FC1=CC=C(C=C1)C(=O)N1[C@@H](C=2N(CC1)C(=NN2)C2=NC(=NO2)CC(F)(F)F)C (R)-(4-fluorophenyl)(8-methyl-3-(3-(2,2,2-trifluoroethyl)-1,2,4-oxadiazol-5-yl)-5,6-dihydro-[1,2,4]triazolo[4,3-a]pyrazin-7(8H)-yl)methanone